O=C1N(C2(COC2)CC1)C(=O)OC(C)(C)C tert-butyl 6-oxo-2-oxa-5-azaspiro[3.4]octane-5-carboxylate